3-(5-(Chloromethyl)pyridin-2-yl)piperidine-2,6-dione ClCC=1C=CC(=NC1)C1C(NC(CC1)=O)=O